FC=1C=C(C=C(C1)F)COC=1C(=NC=C(C1)F)C=1C=C(SC1OC)C(=O)OC methyl 4-{3-[(3,5-difluorophenyl)methoxy]-5-fluoropyridin-2-yl}-5-methoxythiophene-2-carboxylate